(2S)-1-methyl-2-(4-methylpyridin-3-yl)pyrrolidin-1-ium malate C(C(O)CC(=O)[O-])(=O)[O-].C[NH+]1[C@@H](CCC1)C=1C=NC=CC1C.C[NH+]1[C@@H](CCC1)C=1C=NC=CC1C